1,4,7,10-Tetrathiacyclododecane S1CCSCCSCCSCC1